diethyl-methyl-sulfonium ethyl-mannuronate C(C)OC([C@H]([C@H]([C@@H]([C@@H](C=O)O)O)O)O)=O.C(C)[S+](C)CC